C(C)(C)(C)C1N(CCN(C1)C1=C(NC=2N(C1=O)N=C(N2)N2CCOCC2)CC)C(=O)O.C(C=C)NN(CC(=O)N)C2=NN=NC=C2 allylaminotriazinyl-glycinamide tert-butyl-4-(5-ethyl-2-morpholino-7-oxo-4,7-dihydro-[1,2,4]triazolo[1,5-a]pyrimidin-6-yl)piperazine-1-carboxylate